COC([C@@H](NC(=O)C1=CC=C(C=C1)C1=CC=C(C=C1)NC(=O)OC(C)(C)C)CO)=O (4'-((tert-Butoxycarbonyl)amino)-[1,1'-biphenyl]-4-carbonyl)-L-serine methyl ester